CC1=C2C=C(N(C2=CC=C1CN1CCC2(CN(C2)C2=NC=NC3=CC=C(C=C23)CC(F)(F)F)CC1)CCCCN1CCN(CC1)S(=O)(=O)C)C#N 4-methyl-1-[4-(4-methylsulfonylpiperazin-1-yl)butyl]-5-[[2-[6-(2,2,2-trifluoroethyl)quinazolin-4-yl]-2,7-diazaspiro[3.5]nonan-7-yl]methyl]indole-2-carbonitrile